(+)-N-(2-((3-Bromophenyl)(2,3-dimethyl-1H-indol-1-yl)methyl)benzofuran-3-yl)-4-methylbenzenesulfonamide BrC=1C=C(C=CC1)C(C=1OC2=C(C1NS(=O)(=O)C1=CC=C(C=C1)C)C=CC=C2)N2C(=C(C1=CC=CC=C21)C)C